N=1NC(=C2N=CN=CC21)C#N 2H-pyrazolo[4,3-d]pyrimidine-3-carbonitrile